C1(CC1)OB(O)O cyclopropyl-boric acid